[Li+].N[C@@H](CCCNC(N)=N)C(=O)[O-] L-arginine lithium salt